2-(2-chloro-3-fluorophenyl)-7-(isoquinolin-4-yl)-5,7-diazaspiro[3.4]octane-6,8-dione ClC1=C(C=CC=C1F)C1CC2(C1)NC(N(C2=O)C2=CN=CC1=CC=CC=C21)=O